CC1=C(N=CO1)C=O (5-methyl-1,3-oxazol-4-yl)methanone